5-(4'-cyano[1,1'-biphenyl]-4-yl)thiophene-2-nitrile C(#N)C1=CC=C(C=C1)C1=CC=C(C=C1)C1=CC=C(S1)C#N